C(CCCCCCCCCCCCCCCCC)(=O)OC[C@H](COP(=O)(O)OCCNC(CCOCCOCCOCCOCCOCCOCCOCCOCCOCCOCCOCCOCCOCCC(OC1=C(C(=CC(=C1F)F)F)F)=O)=O)OC(CCCCCCCCCCCCCCCCC)=O (2R)-3-((((4,46-dioxo-46-(2,3,5,6-tetrafluorophenoxy)-7,10,13,16,19,22,25,28,31,34,37,40,43-tridecaoxa-3-azahexatetracontyl)oxy)(hydroxy)-phosphoryl)oxy)propane-1,2-diyl distearate